(1R)-3-[4-(2-Morpholinoethoxy)tolyl]dispiro[cyclohexane-1,3'-[1,2,4]trioxolane-5',2''-tricyclo[3.3.1.13,7]decane] O1CCN(CC1)CCOC1=CC(=C(C=C1)C)C1C[C@]2(OOC3(C4CC5CC(CC3C5)C4)O2)CCC1